Cl.ClC1=C(C=CC=C1[C@]1(NC(N(C(C1)=O)[C@H]1C[C@H](OCC1)C)=N)C)NC(C1=C(C=CC(=C1)C#N)F)=O |o1:15,17| N-(2-Chloro-3-{(4S)-2-imino-4-methyl-1-{(2R*,4R*)-2-methyl-tetrahydropyran-4-yl}-6-oxo-hexahydropyrimidin-4-yl}phenyl)-5-cyano-2-fluorobenzamide hydrochloride